2-(1,2,3,5,6,7-hexahydro-s-indacen-4-yl)acetamide sodium salt [Na+].C1CCC2=C(C=3CCCC3C=C12)CC(=O)[NH-]